tert-butyl (1-benzyl-4,4-dimethylpiperidin-3-yl)carbamate C(C1=CC=CC=C1)N1CC(C(CC1)(C)C)NC(OC(C)(C)C)=O